8-((2-methoxy-5-methylpyridin-3-yl)sulfonyl)-3-(2-oxa-6-azaspiro[3.3]hept-6-yl)-1-oxa-8-azaspiro[4.5]decane COC1=NC=C(C=C1S(=O)(=O)N1CCC2(CC(CO2)N2CC3(COC3)C2)CC1)C